ClC=1C=C(C=C(C1)C)N1N(C(=C(C1=O)NC(C1=CC=C(C=C1)OC(F)F)=O)C1=C(C=C(C=C1F)OC)F)C N-[2-(3-chloro-5-methylphenyl)-5-(2,6-difluoro-4-methoxyphenyl)-1-methyl-3-oxo-2,3-dihydro-1H-pyrazol-4-yl]-4-(difluoromethoxy)benzamide